BrC=1C=CC=C2C=C(N(C12)CC1CC1)C1=NC2=C(N1C)C(=CC(=C2)C(=O)N2C1CCC(C2)C1NC(OC(C)(C)C)=O)OC tert-butyl (2-(2-(7-bromo-1-(cyclopropylmethyl)-1H-indol-2-yl)-7-methoxy-1-methyl-1H-benzo[d]imidazole-5-carbonyl)-2-azabicyclo[2.2.1]heptan-7-yl)carbamate